4-[1-(3-chlorophenyl)-1H-pyrazol-3-yl]piperidine ClC=1C=C(C=CC1)N1N=C(C=C1)C1CCNCC1